2-(3-((1-methyl-9-(1,2,3,6-tetrahydropyridin-4-yl)-6,7-dihydro-5H-benzo[c][1,2,3]triazolo[1,5-a]azepin-7-yl)amino)phenoxy)ethan-1-ol 2,2,2-trifluoroacetate FC(C(=O)O)(F)F.CC=1N=NN2C1C1=C(C(CC2)NC=2C=C(OCCO)C=CC2)C=C(C=C1)C=1CCNCC1